1H-PYRIDO[3,4-B]INDOLE C1N=CC=C2C1=NC1=CC=CC=C21